(2R,3S,5R)-5-(2-amino-6-(methylamino)-9H-purin-9-yl)-2-(hydroxymethyl)-2-vinyltetrahydrofuran-3-ol NC1=NC(=C2N=CN(C2=N1)[C@H]1C[C@@H]([C@@](O1)(C=C)CO)O)NC